C(#N)C=1C=NN2C1C(=CC(=C2)C=2COC(C2)=O)C=2N=CC(=NC2)N2CC1N(C(C2)C1)C(=O)OC(C)(C)C tert-butyl 3-(5-(3-cyano-6-(5-oxo-2,5-dihydrofuran-3-yl) pyrazolo[1,5-a]pyridin-4-yl) pyrazin-2-yl)-3,6-diazabicyclo[3.1.1]heptane-6-carboxylate